2-amino-4-[(1R)-1-({[(6S)-6-(5-chloro-2-methoxybenzyl)-3-(methoxyimino)-4-methyl-7-oxo-1,4-diazepan-1-yl]carbonyl}amino)butyl]benzoic acid NC1=C(C(=O)O)C=CC(=C1)[C@@H](CCC)NC(=O)N1CC(N(C[C@@H](C1=O)CC1=C(C=CC(=C1)Cl)OC)C)=NOC